aminosilane methyl-5-(2-chloro-8,8-dimethyl-7,8-dihydro-6H-cyclopenta[e]pyrazolo[1,5-a]pyrimidine-6-carboxamido)-3-(trifluoromethyl)picolinate COC(C1=NC=C(C=C1C(F)(F)F)NC(=O)C1CC(C2=C1C=NC=1N2N=C(C1)Cl)(C)C)=O.N[SiH3]